methyl 2-methoxy-3-(quinuclidin-4-yl)acrylate COC(C(=O)OC)=CC12CCN(CC1)CC2